ClC=1C=CC(=C(C(=O)O)C1)NC1=C(C=NC2=CC=C(C=C12)Cl)C1CCC(CC1)=NO 5-Chloro-2-[[6-chloro-3-(4-hydroxyiminocyclohexyl)-4-quinolinyl]amino]benzoic acid